CN(CC(=O)N(C)C1=CC(=C(C=C1[N+](=O)[O-])NC(OC(C)(C)C)=O)OC)C tert-butyl (4-(2-(dimethylamino)-N-methylacetamido)-2-methoxy-5-nitrophenyl)carbamate